2-(difluoromethoxy)-N-[(1R,2S)-2-fluorocyclopropyl]-6-methoxy-benzamide FC(OC1=C(C(=O)N[C@H]2[C@H](C2)F)C(=CC=C1)OC)F